2-{[(4,4-difluorocyclohexyl)methyl](methyl)amino}-6-[5-(difluoromethyl)-1,3,4-oxadiazol-2-yl]-2,3-dihydro-1H-isoindol-1-one FC1(CCC(CC1)CN(N1C(C2=CC(=CC=C2C1)C=1OC(=NN1)C(F)F)=O)C)F